Tert-Butyl (S)-3-((7-((tert-butoxycarbonyl)(3-cyano-5-methylphenyl)amino)-3-cyclobutylpyrazolo[1,5-a]pyrimidin-5-yl)amino)piperidine-1-carboxylate C(C)(C)(C)OC(=O)N(C1=CC(=NC=2N1N=CC2C2CCC2)N[C@@H]2CN(CCC2)C(=O)OC(C)(C)C)C2=CC(=CC(=C2)C)C#N